(2S,4r)-N-[1-carbamoyl-3-(hydroxymethyl)cyclobutyl]-1-[(2S)-2-(4-cyclopropyltriazol-1-yl)-3,3-dimethyl-butyryl]-4-hydroxy-pyrrolidine-2-carboxamide C(N)(=O)C1(CC(C1)CO)NC(=O)[C@H]1N(C[C@@H](C1)O)C([C@H](C(C)(C)C)N1N=NC(=C1)C1CC1)=O